OC=1C(=NC(=CC1)CCCCN1CCN(CC1)C1=NC=CC=N1)C=O 3-hydroxy-6-(4-(4-(pyrimidin-2-yl)piperazin-1-yl)butyl)pyridinecarbaldehyde